P(=S)(O)(O)CC(=O)[O-] Thiophosphonoacetat